Cl.FC1=C2[C@@H](COCC2=CC(=C1)C#N)NC (S)-5-fluoro-4-(methylamino)isochromane-7-carbonitrile hydrochloride